Ethyl-n-butylaluminum monochloride C(C)[Al](CCCC)Cl